4-Chloro-N-(5-fluoro-2,3-dihydro-1H-inden-2-yl)-6-((3-fluorophenyl)amino)picolinamide ClC1=CC(=NC(=C1)NC1=CC(=CC=C1)F)C(=O)NC1CC2=CC=C(C=C2C1)F